N(=[N+]=[N-])[C@@](COC)(C)C1=CN=C(C2=CN=C(C=C12)Cl)Cl (S)-4-(2-azido-1-methoxyprop-2-yl)-1,6-dichloro-2,7-naphthyridine